3-hydroxypent-2-en-1-one OC(=CC=O)CC